N=1N(N=C2C1C=CC=C2)C2=C(C(=CC(=C2)CCCCCCCCCC)CCCCCCCCC)O 2-(2H-benzotriazol-2-yl)-6-nonyl-4-decylphenol